C(C)(=O)N1CC(C1)(O)C#CC1=CC2=C(OC[C@@H](C(N2C)=O)NC(C2=NC=CC(=C2)OC2=CC=CC=C2)=O)C=C1 (S)-N-(7-((1-Acetyl-3-hydroxyazetidin-3-yl)ethynyl)-5-methyl-4-oxo-2,3,4,5-tetrahydrobenzo[b][1,4]oxazepin-3-yl)-4-phenoxypicolinamid